C(\C=C\C1=CC=C(C=C1)O)(=O)N(CCCCNCCCN)C(\C=C\C1=CC=C(C=C1)O)=O di-para-coumaroyl-spermidine